C(C)N1N=C(C(=C1)C(=O)NCC#CC1=NN2C(C=CC=C2N[C@H]2[C@H](CN(CC2)C)F)=C1CC(F)(F)F)F 1-ethyl-3-fluoro-N-[3-(7-{[(3S,4R)-3-fluoro-1-methylpiperidin-4-yl]amino}-3-(2,2,2-trifluoroethyl)pyrazolo[1,5-a]pyridin-2-yl)prop-2-yn-1-yl]-1H-pyrazole-4-carboxamide